OC1=C(C=C(C=C1)C=1C(=NN(C1O)C1=NC=C(C=C1)S(=O)(=O)C)C)C 4-(4-hydroxy-3-methylphenyl)-3-methyl-1-(5-(methylsulfonyl)pyridin-2-yl)-1H-pyrazol-5-ol